BrC=1C=2N(C=C(C1)C=1C=CC(=NC1)N1CCN(CC1)C(=O)OC(C)(C)C)N=CC2C#N tert-butyl 4-[5-(4-bromo-3-cyano-pyrazolo[1,5-a]pyridin-6-yl)-2-pyridyl]piperazine-1-carboxylate